OC(COC=1C=C(C=2N(C1)N=CC2C#N)C=2C=CC(=NC2)C=2CCN(CC2)C([C@H](C)C2=CC=CC=C2)=O)(C)C (R)-6-(2-hydroxy-2-methylpropoxy)-4-(1'-(2-phenylpropanoyl)-1',2',3',6'-tetrahydro-[2,4'-bipyridin]-5-yl)pyrazolo[1,5-a]pyridine-3-carbonitrile